FC1(CN(CC[C@H]1NC1=NN2C(C(=N1)OC)=C(C=C2)C=2C=CC1=C(N(N=N1)CC(F)F)C2)C([2H])[2H])F (R)-N-(3,3-difluoro-1-(methyl-d2)piperidin-4-yl)-5-(1-(2,2-difluoroethyl)-1H-benzo[d][1,2,3]triazol-6-yl)-4-methoxypyrrolo[2,1-f][1,2,4]triazin-2-amine